[Si](C)(C)(C(C)(C)C)O[C@@H]([C@@H](CO)N1CCS(CC1)(=O)=O)C 4-((2R,3R)-3-((tert-butyldimethylsilyl)oxy)-1-hydroxybutan-2-yl)thiomorpholine 1,1-dioxide